C(C)C=1C(=C(C(=C(C(=O)C2=CC=CC=C2)C1)NC(CCC)=O)CCCCCC)CC diethylhexylbutyrylaminobenzophenone